1-(2-Chloropyridin-4-yl)-2-methyl-6-oxo-1,6-dihydropyrimidin-4-yl 2,4,6-triisopropylbenzenesulfonate C(C)(C)C1=C(C(=CC(=C1)C(C)C)C(C)C)S(=O)(=O)OC=1N=C(N(C(C1)=O)C1=CC(=NC=C1)Cl)C